C(C)(C)(C)OC(=O)N1C(OC[C@@H]1C1=CC(=C(C=C1)Cl)C=1NC=CN1)(C)C (S)-4-(4-chloro-3-(1H-imidazol-2-yl)phenyl)-2,2-dimethyl-oxazolidine-3-carboxylic acid tert-butyl ester